CN(N=NN(C)CCCO)CCCO 3,3'-(1,4-dimethyltetraaz-2-en-1,4-diyl)bis(propan-1-ol)